spiro[6.7]tetradecane C1CCCCCC12CCCCCCC2